NC=1N=C(C=2OCC3N(C2N1)CCC3)N3C[C@@H](CC3)N(C(OC(C)(C)C)=O)C tert-butyl ((3R)-1-(2-amino-6a,7,8,9-tetrahydro-6H-pyrimido[5,4-b]pyrrolo[1,2-d][1,4]oxazin-4-yl)pyrrolidin-3-yl)(methyl)carbamate